benzeneacetic acid, phenylmethyl ester C1(=CC=CC=C1)CC(=O)OCC1=CC=CC=C1